(S)-acetamide C(C)(=O)N